Isopropyl ((S)-1-cyclohexyl-2-((S)-3-(((S)-1-(cyclopropylamino)-6,6-difluoro-1,2-dioxoheptan-3-yl)carbamoyl)-2-azaspiro[4.5]decan-2-yl)-2-oxoethyl)carbamate C1(CCCCC1)[C@@H](C(=O)N1CC2(C[C@H]1C(N[C@H](C(C(=O)NC1CC1)=O)CCC(C)(F)F)=O)CCCCC2)NC(OC(C)C)=O